chloroacetyl-cysteine ClCC(=O)N[C@@H](CS)C(=O)O